(E)-3-(benzo[d][1,3]dioxol-5-yl)-N-(2-(4-(methylsulfonyl)piperazin-1-yl)-2-oxoethyl)acrylamide O1COC2=C1C=CC(=C2)/C=C/C(=O)NCC(=O)N2CCN(CC2)S(=O)(=O)C